methyl 3-chloro-4-(7-(3,4-dimethoxyphenyl)pyrazolo[1,5-a]pyrimidine-2-carboxamido)benzoate ClC=1C=C(C(=O)OC)C=CC1NC(=O)C1=NN2C(N=CC=C2C2=CC(=C(C=C2)OC)OC)=C1